NC1=NC=CC(=C1)[C@H](C1=CC=C(C(=O)N)C=C1)OC1=CC=C2C(CCOC2=C1)=O (S)-4-((2-aminopyridin-4-yl)((4-oxochroman-7-yl)oxy)methyl)benzamide